pyrrolidin-1-sulfonamide N1(CCCC1)S(=O)(=O)N